3,3,4,4,5,5,6,6-octafluoro-1,2-bis(perfluoroethyl)cyclohex-1-ene FC1(C(=C(C(C(C1(F)F)(F)F)(F)F)C(C(F)(F)F)(F)F)C(C(F)(F)F)(F)F)F